C(C)OC(=O)C=1SC(=CN1)CC1=CC=CC=C1 5-benzyl-thiazole-2-carboxylic acid ethyl ester